1-(3-ethylphenyl)-2-hydroxyethanone C(C)C=1C=C(C=CC1)C(CO)=O